(S)-(1-(3-(4-((5-chloro-3-fluoropyridin-2-yl)oxy)phenyl)-1,2,4-oxadiazol-5-yl)-3-hydroxypropan-2-yl)carbamic acid tert-butyl ester C(C)(C)(C)OC(N[C@@H](CC1=NC(=NO1)C1=CC=C(C=C1)OC1=NC=C(C=C1F)Cl)CO)=O